R-2-hydroxyglutaramate O[C@@H](C(=O)[O-])CCC(=O)N